ClC1=CC=C(C=C1)CN1N=C(C2=CC=CC=C12)N 1-[(4-chlorophenyl)methyl]Indazol-3-amine